N-tris(trimethylsilyl)silyl-t-butylamine C[Si](C)(C)[Si](NC(C)(C)C)([Si](C)(C)C)[Si](C)(C)C